C[C@H](C(=O)N([C@H](C)C1=CC=CC=C1)CC(CC)C)CC (2S,2'R,αR)-2-methyl-N-(2-methylbutyl)-N-(α-phenylethyl)butanamide